O=C1NC(CCC1N1C(C2=CC=C(C=C2C1=O)NS(=O)(=O)C1=CC=C(C=C1)O)=O)=O N-(2-(2,6-dioxopiperidin-3-yl)-1,3-dioxoisoindolin-5-yl)-4-hydroxybenzenesulfonamide